The molecule is a cis-3-enoyl-CoA(4-) arising from deprotonation of the phosphate and diphosphate OH groups of cis-3-octenoyl-CoA; major species at pH 7.3. It is a cis-3-enoyl-CoA(4-), a monounsaturated fatty acyl-CoA(4-) and a medium-chain fatty acyl-CoA(4-). It is a conjugate base of a cis-3-octenoyl-CoA. CCCC/C=C\\CC(=O)SCCNC(=O)CCNC(=O)[C@@H](C(C)(C)COP(=O)([O-])OP(=O)([O-])OC[C@@H]1[C@H]([C@H]([C@@H](O1)N2C=NC3=C(N=CN=C32)N)O)OP(=O)([O-])[O-])O